4-(4-hydroxyphenyl)phthalazin-1(2H)-one OC1=CC=C(C=C1)C1=NNC(C2=CC=CC=C12)=O